rac-tert-butyl (5-methoxy-2-((1S*,2S*)-2-(4-methylpyrimidin-2-yl)cyclopropyl)quinolin-7-yl)carbamate COC1=C2C=CC(=NC2=CC(=C1)NC(OC(C)(C)C)=O)[C@@H]1[C@H](C1)C1=NC=CC(=N1)C |r|